C(CCCCCC)C=1C(=C(C(C(=O)O)=CC1)C(=O)O)CCCCCCC.C(C=1C(C(=O)OCCCCCCC)=CC=CC1)(=O)OCCCCCCC di-n-HEPTYL PHTHALATE (Di-n-heptylphthalate)